ClC=1C(=C(C(=C(OCC(=O)OCC)C1)F)C=C)CC1=CC(=C(C=C1)O)C(C)C ethyl 2-(5-chloro-2-fluoro-4-(4-hydroxy-3-isopropylbenzyl)-3-vinylphenoxy)acetate